(Sa)-6-(4-chloro-1-(4-cyclopropylbenzyl)-1H-indazole-7-carboxamido)spiro[3.3]heptane ClC1=C2C=NN(C2=C(C=C1)C(=O)NC1CC2(CCC2)C1)CC1=CC=C(C=C1)C1CC1